ClC=1C(=NNC1)C(=O)NC(C(=O)O)CC 2-(4-chloro-1H-pyrazole-3-carboxamido)butanoic acid